C(CCC\C=C/CC)OC(CCC(=O)OCCCCCCN(CCCCCCCC(=O)OCC\C=C/CCCCC)CCO)OCCCC\C=C/CC (Z)-non-3-en-1-yl 8-((6-((4,4-bis(((Z)-oct-5-en-1-yl)oxy)butanoyl)oxy)hexyl)(2-hydroxyethyl)amino)octanoate